C1(=CC=CC=2C3=CC=CC=C3NC12)C1=CC=C(C=C1)C1=CC=C(C=C1)C1=CC=CC=2C3=CC=CC=C3NC12 dicarbazolyl-1,1'-biphenyl